C(C)(C)(C)OC(NC(CN1C(=CC2=C1N=CN=C2N)C(OCC)OCC)C)=O (1-(4-amino-6-(diethoxymethyl)-7H-pyrrolo[2,3-d]pyrimidin-7-yl)propan-2-yl)carbamic acid tert-butyl ester